ClC1=CC(=C2C=NNC2=C1)C1(C[C@H]2C([C@H]2C1)NC(=O)NC1=CC(=CC=C1)Cl)O 1-((1R,3r,5S,6r)-3-(6-chloro-1H-indazol-4-yl)-3-hydroxybicyclo[3.1.0]hexan-6-yl)-3-(3-chlorophenyl)urea